OCCC1CCC(CC1)N1N=C2C=C(C(=CC2=C1)C(=O)OC)OC Methyl 2-((1r,4r)-4-(2-hydroxyethyl)cyclohexyl)-6-methoxy-2H-indazole-5-carboxylate